COC=1C=C(C=C(C1)C1=NC=2C=CC3=C(C2C=C1)C1=C(S3)C(N[C@@H](CN1)C)=O)N1CCN(CC1)C(=O)OC(C)(C)C (R)-tert-butyl 4-(3-methoxy-5-(10-methyl-8-oxo-9,10,11,12-tetrahydro-8H-[1,4]diazepino[5',6':4,5]thieno[3,2-f]quinolin-3-yl)phenyl)piperazine-1-carboxylate